FC=1C=C(CCNC(C(=O)N[C@@H]2C(N(C3=C(OC2)C=CC(=C3)C#CC(C)(C)O)C)=O)=O)C=CC1 (S)-N1-(3-fluorophenethyl)-N2-(7-(3-hydroxy-3-methylbut-1-yn-1-yl)-5-methyl-4-oxo-2,3,4,5-tetrahydrobenzo[b][1,4]oxazepin-3-yl)oxalamide